7-Bromo-4-(bromomethyl)-1-p-toluenesulfonyl-1H-indole BrC=1C=CC(=C2C=CN(C12)S(=O)(=O)C1=CC=C(C)C=C1)CBr